N,N'-bis(2,2,6,6-tetramethyl-4-piperidinyl)hexamethylenediamine CC1(NC(CC(C1)NCCCCCCNC1CC(NC(C1)(C)C)(C)C)(C)C)C